hydroxyaluminum docosanoate C(CCCCCCCCCCCCCCCCCCCCC)(=O)[O-].O[Al+2].C(CCCCCCCCCCCCCCCCCCCCC)(=O)[O-]